methyl (3R,6S)-1-(2-(4-methoxyphenyl)acetyl)-6-methylpiperidine-3-carboxylate COC1=CC=C(C=C1)CC(=O)N1C[C@@H](CC[C@@H]1C)C(=O)OC